(S)-5-((1-((3-azidopropyl)amino)-6-((tert-butoxycarbonyl)amino)-1-oxohexan-2-yl)carbamoyl)-2-(6-(dimethylamino)-3-(dimethyliminio)-3H-xanthen-9-yl)benzoate N(=[N+]=[N-])CCCNC([C@H](CCCCNC(=O)OC(C)(C)C)NC(=O)C=1C=CC(=C(C(=O)[O-])C1)C=1C2=CC=C(C=C2OC2=CC(C=CC12)=[N+](C)C)N(C)C)=O